C(C)OC(CCC(=O)C1=NC(=CC(=C1O)C#N)CC1=C(C(=CC=C1Cl)Cl)Cl)=O 4-[4-Cyano-3-hydroxy-6-(2,3,6-trichloro-benzyl)-pyridin-2-yl]-4-oxo-butyric acid ethyl ester